N2-(1H-indazol-7-yl)-N4-methyl-5-(trifluoromethyl)pyrimidine-2,4-diamine N1N=CC2=CC=CC(=C12)NC1=NC=C(C(=N1)NC)C(F)(F)F